Methyl 5-benzyl-3-((3-cyano-4-isopropoxybenzamido)methyl)-4,5-dihydroisoxazole-5-carboxylate C(C1=CC=CC=C1)C1(CC(=NO1)CNC(C1=CC(=C(C=C1)OC(C)C)C#N)=O)C(=O)OC